N-(4-(6-(trifluoromethyl)pyrazin-2-yl)phenyl)propanamide FC(C1=CN=CC(=N1)C1=CC=C(C=C1)NC(CC)=O)(F)F